CN[C@@H](CC(C)C)C(=O)O L-Nα-methylleucine